(3S)-3-hydroxy-2-oxopiperidin O[C@@H]1C(NCCC1)=O